FC(C1=NC(=NO1)C1=CC=C(C=C1)CN1C(CCCCC1)=O)(F)F 1-[[4-[5-(trifluoromethyl)-1,2,4-oxadiazol-3-yl]phenyl]methyl]azepan-2-one